C(\C=C\C)(=O)N1C2CN(CC1CC(C2)=O)C2=NC(N1C3=C(C(=C(C=C23)C(F)(F)F)C2=C(C=C(C=C2)F)F)SCC1)=O (E)-7-(9-(but-2-enoyl)-7-oxo-3,9-diazabicyclo[3.3.1]nonan-3-yl)-10-(2,4-difluorophenyl)-9-(trifluoromethyl)-2,3-dihydro-5H-[1,4]thiazino[2,3,4-ij]quinazolin-5-one